C(CCCCCCCCCCCCCCC(C)C)(=O)O.C(CCCCCCCCCCCCCCC(C)C)(=O)O.OCC(O)CO.OCC(O)CO Diglycerol diisostearate